8-[(2E)-3,7-dimethyl-2,6-octadienyl]-3,5,7-trihydroxy-4H-benzopyran C\C(=C/CC1=C(C=C(C=2CC(=COC21)O)O)O)\CCC=C(C)C